NC1=NC=NN2C1=C(C=C2C=2C=C(C(=NC2)OC)C(=O)N[C@@H]2CN(C[C@@H]2F)C(C)C2=C(N=C(S2)Cl)C)C(F)(F)F 5-[4-amino-5-(trifluoromethyl)pyrrolo[2,1-f][1,2,4]triazin-7-yl]-N-[(3R,4S)-1-[1-(2-chloro-4-methyl-1,3-thiazol-5-yl)ethyl]-4-fluoropyrrolidin-3-yl]-2-methoxypyridine-3-carboxamide